tert-butyl methyl[2-(methylamino)ethyl]carbamate CN(C(OC(C)(C)C)=O)CCNC